C1(=CC=CC=C1)CCC(=O)N[C@@H](CC1=CC=C(C=C1)O)C(=O)O phenylpropionyl-L-tyrosine